6-(2-(2',4'-difluoro-[1,1'-biphenyl]-3-yl)-2-hydroxyacetyl)-2-(1-phenylcyclopropyl)-5,6,7,8-tetrahydropyrido[4,3-d]pyrimidin-4(3H)-one FC1=C(C=CC(=C1)F)C1=CC(=CC=C1)C(C(=O)N1CC2=C(N=C(NC2=O)C2(CC2)C2=CC=CC=C2)CC1)O